magnesium bis(pentafluoroethane sulfonyl)imide [N-](S(=O)(=O)C(F)(F)C(F)(F)F)S(=O)(=O)C(F)(F)C(F)(F)F.[Mg+2].[N-](S(=O)(=O)C(F)(F)C(F)(F)F)S(=O)(=O)C(F)(F)C(F)(F)F